FC1(C[C@@H]2N(CCNC2)C1)F (S)-7,7-difluoro-octahydropyrrolo[1,2-a]pyrazine